NC1=NC(=CC2=CC(=NC=C12)NC(=O)[C@H]1[C@H](C1)F)C1=C(C=C(C=C1)C1=C(C(=O)N)C=CC=C1)C |r| (±)-4-(1-amino-6-((cis)-2-fluorocyclopropanecarboxamido)-2,7-naphthyridin-3-yl)-3-methylPhenylbenzamide